7-[4-(dimethylamino)phenyl]-N-hydroxy-4,6-dimethyl-7-oxohept-2,4-dienamide CN(C1=CC=C(C=C1)C(C(C=C(C=CC(=O)NO)C)C)=O)C